N-(4-chloro-1H-indol-6-yl)-5-(1-methanesulfonylpiperidin-4-yl)-1H-1,3-benzodiazol-2-amine ClC1=C2C=CNC2=CC(=C1)NC1=NC2=C(N1)C=CC(=C2)C2CCN(CC2)S(=O)(=O)C